N-(3-chloro-5-(2-(1-methyl-1H-pyrrol-2-yl)propan-2-yl)phenyl)-5-(2-(methylsulfonyl)propan-2-yl)benzo[b]thiophene-2-carboxamide ClC=1C=C(C=C(C1)C(C)(C)C=1N(C=CC1)C)NC(=O)C1=CC2=C(S1)C=CC(=C2)C(C)(C)S(=O)(=O)C